NC=1C=C(C=CC1)C=1N(C2=CC(=C(C=C2C1I)C(=O)O)O)C 2-(3-aminophenyl)-6-hydroxy-3-iodo-1-methyl-1H-indole-5-carboxylic acid